1-[6-bromo-5-(2-chlorophenyl)[1,3]thiazolo[4,5-b]pyridin-3(2H)-yl]ethanone BrC=1C=C2C(=NC1C1=C(C=CC=C1)Cl)N(CS2)C(C)=O